Di-tert-butyl (2S,4R)-4-((phenylamino)methyl)pyrrolidine-1,2-dicarboxylate C1(=CC=CC=C1)NC[C@H]1C[C@H](N(C1)C(=O)OC(C)(C)C)C(=O)OC(C)(C)C